N12CC(C(CC1)CC2)N(C(O)=O)[C@H]2C(CC1=CC(=CC=C21)C2=CC=C(C=C2)CCCC)(C)C.CC=2C(=NC=CC2)OC2=CC(=CC(=C2)OC2=NC=CC=C2C)OC2=NC=CC=C2C 1,3,5-tris(3-methylpyridin-2-yloxy)benzene (S)-quinuclidin-3-yl-(5-(4-butylphenyl)-2,2-dimethyl-2,3-dihydro-1H-inden-1-yl)carbamat